N-(2-{8-[(2-cyano-2-methylideneethyl)amino]-7-methoxynaphthalen-2-yl}pyridin-4-yl)-1-methylpiperidine-3-carboxamide C(#N)C(CNC=1C(=CC=C2C=CC(=CC12)C1=NC=CC(=C1)NC(=O)C1CN(CCC1)C)OC)=C